1-(4-((4-methylthiazol-2-yl)amino)pyridin-2-yl)pyrrolidin-2-one tertiary butyl-1-((1-(3-methoxy-4-nitrophenyl)piperidin-4-yl)methyl)azetidin-3-carboxylate C(C)(C)(C)OC(=O)C1CN(C1)CC1CCN(CC1)C1=CC(=C(C=C1)[N+](=O)[O-])OC.CC=1N=C(SC1)NC1=CC(=NC=C1)N1C(CCC1)=O